(((1-isopropyl-1H-pyrazol-4-yl)sulfonyl)methyl)piperidine C(C)(C)N1N=CC(=C1)S(=O)(=O)CN1CCCCC1